O1CC(C(C1)C(C(=O)[O-])(C)C)C(C(=O)OCOP(=O)(OC1=CC=CC=C1)N[C@H](C(=O)OCC(C)(C)O)C)(C)C ((((((S)-1-(2-hydroxy-2-methylpropoxy)-1-oxopropan-2-yl) amino) (phenoxy) phosphoryl) oxy) methyl) tetrahydrofuran-3,4-diylbis(2-methylpropionate)